OC=1C=C(C=C)C=CC1O 3,4-dihydroxystyrene